FC(OC1=CC=C(C=C1)C=1C=C(C(=NC1)OC)NC1=NC(=NC=C1F)N1C[C@H](O[C@H](C1)C)C)F N-(5-(4-(difluoromethoxy)phenyl)-2-methoxypyridin-3-yl)-2-((2r,6s)-2,6-dimethylmorpholinyl)-5-fluoropyrimidin-4-amine